(2S,4R)-N-[1-[1-(4-chlorophenyl)cyclobutyl]ethyl]-1-[(2S)-2-(4-cyclopropyltriazol-1-yl)-3,3-dimethyl-butanoyl]-4-hydroxy-pyrrolidine-2-carboxamide ClC1=CC=C(C=C1)C1(CCC1)C(C)NC(=O)[C@H]1N(C[C@@H](C1)O)C([C@H](C(C)(C)C)N1N=NC(=C1)C1CC1)=O